C(C1=CC=CC=C1)NC=1C(=NC(=NC1)Cl)NC=1C=C(C=CC1)NC(\C=C\CN(C)C)=O (E)-N-(3-((5-(benzylamino)-2-chloropyrimidin-4-yl)amino)phenyl)-4-(dimethylamino)but-2-enamide